COC=1C=C2CCN(CC2=CC1NC=1N=CC2=C(N1)N(C=C2)C=2C(=NC=CC2)C)C 6-methoxy-2-methyl-N-(7-(2-methylpyridin-3-yl)-7H-pyrrolo[2,3-d]pyrimidine-2-yl)-1,2,3,4-tetrahydroisoquinoline-7-amine